2,2-dimethylvaleronitrile CC(C#N)(CCC)C